BrC=1C(=C(C=CC1)NC(=O)C1=NC=C(C=C1F)C=C)Cl N-(3-bromo-2-chloro-phenyl)-3-fluoro-5-vinyl-pyridine-2-carboxamide